([5-{(tert-Butoxycarbonyl)oxy}isoquinolin-8-yl]methyl)carbamic acid tert-butyl ester C(C)(C)(C)OC(NCC=1C=CC(=C2C=CN=CC12)OC(=O)OC(C)(C)C)=O